O[C@@H]1C[C@H](N(C1)C([C@H](C(C)C)C1=CC(=NO1)OC1CNCC1)=O)C(=O)N[C@@H](C)C1=CC=C(C=C1)C1=C(N=CS1)C (2S,4R)-4-hydroxy-1-((2R)-3-methyl-2-(3-(pyrrolidin-3-yloxy)isoxazole-5-Yl)butyryl)-N-((S)-1-(4-(4-methylthiazol-5-yl)phenyl)ethyl)pyrrolidine-2-carboxamide